OCCC1C2C=CC(C1CCO)C2 5,6-bis(2-hydroxyethyl)bicyclo[2.2.1]hept-2-ene